C(#N)CC(C#N)C1=CC=CC=C1 β-cyanophenylpropionitrile